C(C(=C)C)(=O)O.CC1=NC(NC=C1)=O methylpyrimidinone methacrylate